O=C(CC1=NN=C(O1)C=1C=NC=C(C#N)C1)N1CC2=C(CC1)NN=N2 5-(5-(2-oxo-2-(1,4,6,7-tetrahydro-5H-[1,2,3]triazolo[4,5-c]pyridin-5-yl)ethyl)-1,3,4-oxadiazol-2-yl)nicotinonitrile